N-(4,4-Difluoro-1-Methylpyrrolidin-3-Yl)-2-Methyl-5-((2-(Trifluoromethyl)Pyridin-3-Yl)Methoxy)-Benzofuran-3-Carboxamide FC1(C(CN(C1)C)NC(=O)C1=C(OC2=C1C=C(C=C2)OCC=2C(=NC=CC2)C(F)(F)F)C)F